OC(CC1=NSC(=N1)NC(=O)C1=C(SC(=C1)C1=CC(=CC=C1)OC)C)C N-(3-(2-hydroxypropyl)-1,2,4-thiadiazol-5-yl)-5-(3-methoxyphenyl)-2-methylthiophene-3-carboxamide